[Cu].[Al].[Co] cobalt aluminum copper